(cyclopropylamino)-8-(4-(difluoromethoxy)phenyl)-6-(2-(1-hydroxypropan-2-yl)-2H-indazol-5-yl)pteridin-7(8H)-one C1(CC1)NC1=NC=2N(C(C(=NC2C=N1)C1=CC2=CN(N=C2C=C1)C(CO)C)=O)C1=CC=C(C=C1)OC(F)F